ClC1=CC=C(C=C1)N1CC(CC1=O)C(=O)NCC=1C=NC(=CC1)Cl 1-(4-chlorophenyl)-N-[(6-chloropyridin-3-yl)methyl]-5-oxopyrrolidine-3-carboxamid